3-(3-(difluoromethoxy)phenyl)-1,5,6,7-tetrahydropyrano[3,2-c]Pyrazole-6-carboxylic acid methyl ester COC(=O)C1CC=2NN=C(C2OC1)C1=CC(=CC=C1)OC(F)F